(1S,3S)-N-(3-cyano-5-fluorophenyl)-N-((4-(3-cyclopropyl-1,2,4-oxadiazol-5-yl)bicyclo[2.2.2]octan-1-yl)methyl)-3-hydroxy-3-(trifluoromethyl)cyclobutane-1-carboxamide C(#N)C=1C=C(C=C(C1)F)N(C(=O)C1CC(C1)(C(F)(F)F)O)CC12CCC(CC1)(CC2)C2=NC(=NO2)C2CC2